FC=1C=C(C=CC1C)C1=CC(=CC=C1)C(C(=O)N1CC2=C(N=C(NC2=O)C2(CC2)C2=CC=CC=C2)CC1)O 6-(2-(3'-fluoro-4'-methyl-[1,1'-biphenyl]-3-yl)-2-hydroxyacetyl)-2-(1-phenylcyclopropyl)-5,6,7,8-tetrahydropyrido[4,3-d]pyrimidin-4(3H)-one